C(C)(=O)C=1C(=NC(=CC1)N1C=NC2=C1C=C(C=C2)NC=2N=NC(=CC2)CN2CC(C2)OC)N2N=C(C=C2C)C#N 1-[3-acetyl-6-[6-[[6-[(3-methoxyazetidin-1-yl)methyl]pyridazin-3-yl]amino]benzimidazol-1-yl]-2-pyridyl]-5-methyl-pyrazole-3-carbonitrile